OC(C(=O)O)CO 2,3-dihydroxylpropanoic acid